N8-hydroxy-octanediamide ONC(CCCCCCC(=O)N)=O